4-{5-[(R)-(1,3-dimethyl-azetidin-3-yl)-hydroxy-(4-isopropyl-phenyl)-methyl]-pyridazin-3-yl}-2-phenyl-butan-2-ol CN1CC(C1)(C)[C@@](C=1C=C(N=NC1)CCC(C)(O)C1=CC=CC=C1)(C1=CC=C(C=C1)C(C)C)O